P(=O)(OC[N+]1=C(C(=CC=C1)C1=CC(=NO1)CC1=CC=C(C=C1)OC=1C=[N+](C=CN1)[O-])N)(O)[O-] (2-amino-3-(3-(4-((1-oxidopyrazin-3-yl)oxy)benzyl)isoxazol-5-yl)pyridin-1-ium-1-yl)methyl hydrogen phosphate